N1(N=CC=C1)CCCO 3-(1H-pyrazol-1-yl)propan-1-ol